4-[(2R)-3-(3,4-dihydro-1H-isoquinolin-2-yl)-2-hydroxy-propyl]-8-[[1-(2-fluoroethyl)-4-piperidyl]oxy]-2,3-dihydro-1,4-benzoxazepine-5-one C1N(CCC2=CC=CC=C12)C[C@H](CN1CCOC2=C(C1=O)C=CC(=C2)OC2CCN(CC2)CCF)O